OCCOCCOCCOCCC1CN(CCO1)C(=O)OC(C)(C)C tert-butyl 2-[2-[2-[2-(2-hydroxyethoxy)ethoxy]ethoxy]ethyl]morpholine-4-carboxylate